S1C(=NC2=C1C=CC=C2)NC2=C(C=C(N=N2)C(=O)C=2SC(=C(N2)C(=O)OCC)CCCO)C ethyl 2-(6-(benzo[d]thiazol-2-ylamino)-5-methylpyridazine-3-carbonyl)-5-(3-hydroxypropyl)thiazole-4-carboxylate